3-propylsulfonylfluoride CCCS(=O)(=O)F